C(C)C1=CC=C(C=C1)NC(CBr)=O N-(4-ethyl-phenyl)-2-bromoacetamide